CC1(C2=C(C=CC(=C2)S(=O)(=O)[O-])[N+](=C1/C=C/C=C/3\\C=C(OC4=C3C=C5CCCN6C5=C4CCC6)C(C)(C)C)CCCS(=O)(=O)[O-])CCCC(=O)O The molecule is an anionic C3 cyanine-type compound having indoleinine and tetrahydropyrano[2,3-f]pyrido[3,2,1-ij]quinoline substituents at either end. It has a role as a fluorochrome.